CC1=CC=C(C=N[S@@](=O)C(C)(C)C)C=C1 N-(4-methyl-benzylidene)-(S)-tert-butane-sulfinamide